N-((1S,3R)-3-((2'-(benzyloxy)-3',4,6-trifluoro-[1,1'-biphenyl]-3-yl)methyl)-3-(4-(chloromethyl)-6-oxo-1,6-dihydropyrimidin-2-yl)cyclopentyl)methanesulfonamide C(C1=CC=CC=C1)OC1=C(C=CC=C1F)C1=CC(=C(C=C1F)F)C[C@]1(C[C@H](CC1)NS(=O)(=O)C)C=1NC(C=C(N1)CCl)=O